N[C@@H](CCC(=O)[O-])C(=O)OC([C@@H](N)CC1=CNC=N1)=O histidinyl glutamate